FC1=CC=C(C=C1)C(N1CCN(CC1)C1=C(C(N(C2=CC=C(N=C12)OC)C)=O)C#N)C=1C(=NC=CC1)OC 4-{4-[(4-fluorophenyl)(2-methoxypyridin-3-yl)methyl]piperazin-1-yl}-6-methoxy-1-methyl-2-oxo-1,2-dihydro-1,5-naphthyridine-3-carbonitrile